COC1=CC=C(C=C1)CN1C(N(CCC1=O)C1=CC=C(C=C1)N1CCC(CC1)C=O)=O 1-[4-[3-[(4-methoxyphenyl)methyl]-2,4-dioxohexahydro-pyrimidin-1-yl]phenyl]piperidine-4-carbaldehyde